ClC=1C=C(C=CC1)[C@H](CCO)O (S)-1-(3-chlorophenyl)-1,3-propylene glycol